COC1(C[C@H]2[C@H](CN(C2)S(=O)(=O)C=2C=NN(C2)C)C1)C1=CC=CC=C1 (3as,5r,6ar)-5-methoxy-2-((1-methyl-1H-pyrazol-4-yl)sulfonyl)-5-phenylhexahydrocyclopenta[c]pyrrol